tert-Butyl 3-(7-chloro-8-fluoro-2-((1-((4-(3-methoxy-3-oxopropoxy)piperidin-1-yl)methyl)cyclopropyl)methoxy)pyrido[4,3-d]pyrimidin-4-yl)-3,8-diazabicyclo[3.2.1]octane-8-carboxylate ClC1=C(C=2N=C(N=C(C2C=N1)N1CC2CCC(C1)N2C(=O)OC(C)(C)C)OCC2(CC2)CN2CCC(CC2)OCCC(=O)OC)F